3-azetidinyl(4-bromophenyl)-methanone N1CC(C1)C(=O)C1=CC=C(C=C1)Br